9,9-bis(neopentylcarboxymethyl)fluorene C(C(C)(C)C)C(C1(C2=CC=CC=C2C=2C=CC=CC12)C(C(=O)O)CC(C)(C)C)C(=O)O